N-(4-((3-cyano-5-(methylsulfonyl)phenyl)amino)-5-(1-methyl-1H-pyrazol-3-yl)pyridin-2-yl)acetamide C(#N)C=1C=C(C=C(C1)S(=O)(=O)C)NC1=CC(=NC=C1C1=NN(C=C1)C)NC(C)=O